C1(CC1)C1=CC(=NN1)NC([C@@H](C)C=1C=NN(C1)C1=CC(=CC(=C1)C)F)=O (S)-N-(5-cyclopropyl-1H-pyrazol-3-yl)-2-(1-(3-fluoro-5-methyl-phenyl)-1H-pyrazol-4-yl)propanamide